4-Bromo-1-methyl-pyrrolo[2,3-b]pyridine BrC1=C2C(=NC=C1)N(C=C2)C